OC1=C2C(=CC=3OC=4C=C(C(=C(C4C(C13)=O)CC=C(C)C)OC)OCC(=O)O)OC(C=C2)(C)C 2-((5-hydroxy-8-methoxy-2,2-dimethyl-7-(3-methylbut-2-en-1-yl)-6-oxo-2H,6H-pyrano[3,2-B]xanthen-9-yl)oxy)acetic acid